(((2,4,6-trioxo-1,3,5-triazinane-1,3,5-triyl)tris(ethane-2,1-diyl))tris(sulfanediyl))tris(nonane-9,1-diyl) tris(sulfate) S(=O)(=O)(OCCCCCCCCCSCCN1C(N(C(N(C1=O)CCSCCCCCCCCCOS(=O)(=O)[O-])=O)CCSCCCCCCCCCOS(=O)(=O)[O-])=O)[O-]